((1s,3s)-3-hydroxy-3-methylcyclobutyl)(6-(3-(pyrrolidin-1-yl)phenyl)-2-azaSpiro[3.3]Hept-2-yl)methanone OC1(CC(C1)C(=O)N1CC2(C1)CC(C2)C2=CC(=CC=C2)N2CCCC2)C